O1CC=C(C=C1)C#N Pyran-4-carbonitrile